butyl (3S)-3-aminopyrrolidine-1-carboxylate N[C@@H]1CN(CC1)C(=O)OCCCC